2-(tributylstannyl)-3-((2-(trimethylsilyl)ethoxy)methoxy)pyridine C(CCC)[Sn](C1=NC=CC=C1OCOCC[Si](C)(C)C)(CCCC)CCCC